FC=1C=2N(C=C(C1)C(NC1=CC=C(C=N1)C1CN(CC1)C(=O)OC(C)(C)C)=N)C=C(N2)C tert-butyl 3-(6-(8-fluoro-2-methylimidazo[1,2-a]pyridine-6-carboximidamido) pyridine-3-yl)pyrrolidine-1-carboxylate